5-(2-methylsulfonylpyrimidin-4-yl)pyrazolo[1,5-a]pyrimidine CS(=O)(=O)C1=NC=CC(=N1)C1=NC=2N(C=C1)N=CC2